1,1,3-Octantriol C(CC(CCCCC)O)(O)O